3-(trimethoxysilyl)propyldimethyldodecyl-ammonium chloride [Cl-].CO[Si](CCC[N+](CCCCCCCCCCCC)(C)C)(OC)OC